C[Si](CCOCN1C(=NC2=C1C=CC=C2)C=2C=CC=1N(C2)N=CC1N1CCN(CC1)C(=O)[O-])(C)C 4-(6-(1-((2-(trimethylsilyl)ethoxy)methyl)-1H-benzo[d]imidazol-2-yl)pyrazolo[1,5-a]pyridin-3-yl)piperazine-1-carboxylate